COC(=O)C=1C(=NC=C(C1F)Cl)Cl 2,5-Dichloro-4-fluoropyridine-3-carboxylic acid methyl ester